NC(CNCCC[Si](OC)(OC)C)C N-(2-aminopropyl)-3-aminopropyl-methyldimethoxysilane